C(C#CC)(=O)N1[C@@H](CC1)COC=1C=NC=CC1C1=C(C=2C(NCCC2N1)=O)NC1=C(C(=CC=C1)F)OC 2-(3-{[(2S)-1-(but-2-ynoyl)azetidin-2-yl]methoxy}pyridin-4-yl)-3-[(3-fluoro-2-methoxyphenyl)amino]-1H,5H,6H,7H-pyrrolo[3,2-c]pyridin-4-one